4-amino-6-chloro-2-(3-methoxyphenyl)-5-(piperidin-1-yl)pyridazin-3(2H)-one NC=1C(N(N=C(C1N1CCCCC1)Cl)C1=CC(=CC=C1)OC)=O